2-(4-((1-(3-methyl-4-nitrophenyl)piperidin-4-yl)methoxy)piperidin-1-yl)acetic acid ethyl ester C(C)OC(CN1CCC(CC1)OCC1CCN(CC1)C1=CC(=C(C=C1)[N+](=O)[O-])C)=O